(2R,3S)-2-(3-(5,7-difluoro-1H-benzo[d]imidazol-1-yl)propyl)piperidin-3-ol dihydrochloride Cl.Cl.FC1=CC2=C(N(C=N2)CCC[C@H]2NCCC[C@@H]2O)C(=C1)F